1-(2-chloro-3-(4-methoxyphenyl)-7-methylquinolin-5-yl)ethan-1-ol ClC1=NC2=CC(=CC(=C2C=C1C1=CC=C(C=C1)OC)C(C)O)C